O=C(CC[C@@H]1NC(OC1)=O)N1CC(C1)C1=CC=C(C=C1)C1(CC1)C(F)(F)F (S)-4-(3-Oxo-3-(3-(4-(1-(trifluoromethyl)cyclopropyl)phenyl)azetidin-1-yl)propyl)oxazolidin-2-one